C1(=CC=CC=C1)C1=NC(=NC(=N1)C1=CC=CC=C1)C1=C(C(=C(C=C1)C=1OC2=C(N1)C=CC=C2)C=2C=CC=1N(C3=CC=CC=C3C1C2)C2=CC=CC=C2)C=2C=CC=1N(C3=CC=CC=C3C1C2)C2=CC=CC=C2 2-(4-(4,6-diphenyl-1,3,5-triazin-2-yl)-2,3-bis(9-phenyl-9H-carbazol-3-yl)phenyl)benzo[d]oxazole